C(C)(=O)C1CCCCC1 1-Acetylcyclohexane